4-((3,5-Dimethoxyphenyl)amino)-3,3-dimethyl-1-(2,2,2-trifluoroethyl)pyrrolidin-2-one COC=1C=C(C=C(C1)OC)NC1C(C(N(C1)CC(F)(F)F)=O)(C)C